cis-5-(2-(3,4-difluoro-5-((S)-3-methoxypyrrolidin-1-yl)phenyl)cyclopropyl)-2,2'-bipyrimidine FC=1C=C(C=C(C1F)N1C[C@H](CC1)OC)[C@@H]1[C@@H](C1)C=1C=NC(=NC1)C1=NC=CC=N1